3-((2-Carboxyethyl)amino)benzoic acid C(=O)(O)CCNC=1C=C(C(=O)O)C=CC1